BrC=1C=C(C=CC1Cl)C1(CC(C1)C)C1=NN=CN1C 3-((1s,3s)-1-(3-bromo-4-chlorophenyl)-3-methylcyclobutyl)-4-methyl-4H-1,2,4-triazole